N-(3-Chlorophenyl)-6-morpholin-4-yl-N1-p-tolyl-[1,3,5]triazine-2,4-diamine hydrochloride Cl.ClC=1C=C(C=CC1)NC1N(C(=NC(=N1)N)N1CCOCC1)C1=CC=C(C=C1)C